CN1C(NC(C12CN[C@@H](C2)C(=O)OC)=O)=O methyl (8S)-1-methyl-2,4-dioxo-1,3,7-triazaspiro[4.4]nonane-8-carboxylate